[Br-].[Br-].C[SiH](C)[Zr+2](C1C=CC2=CC=CC=C12)C1C=CC2=CC=CC=C12 dimethylsilyl-bis(indenyl)zirconium dibromide